C1(=CC=CC=C1)C1=CN=C2N1N=C(C=C2)C2=CC=C(C(=O)N)C=C2 4-(3-phenylimidazo[1,2-b]pyridazin-6-yl)benzamide